2-[2-chloro-3-[2-(1,3-dioxolan-2-yl)ethoxy]-4-methylsulfonyl-benzoyl]-3-hydroxy-2-cyclohexen-1-one ClC1=C(C(=O)C=2C(CCCC2O)=O)C=CC(=C1OCCC1OCCO1)S(=O)(=O)C